CN1CC(C1)OC=1C=CC=2N(N1)C(=C(N2)C2=CC=CC=C2)C(=O)O 6-(1-Methylazetidin-3-yl)oxy-2-phenylimidazo[1,2-b]pyridazine-3-carboxylic acid